ClC=1N=NC(=C(N1)N1CCC2(CN(C2)[C@H](C(C)C)C2CC(C2)(OC)OC)C1)OC1=C(C=C(C=C1)F)C=1C(=NOC1C1CC1)C 4-[2-[[3-chloro-5-[2-[(1R)-1-(3,3-dimethoxycyclobutyl)-2-methyl-propyl]-2,7-diazaspiro[3.4]octan-7-yl]-1,2,4-triazin-6-yl]oxy]-5-fluoro-phenyl]-5-cyclopropyl-3-methyl-isoxazole